OC1=C(C(=O)NCCCCCCCC(=O)[O-])C=CC=C1.[Na+] Sodium 8-[(2-hydroxybenzoyl)amino]octanoate